N-(5,6-difluoro-1H-indol-3-yl)prop-2-ynamide FC=1C=C2C(=CNC2=CC1F)NC(C#C)=O